[N+](=O)([O-])C1=C(N)C=C(C=C1)OC(F)(F)F 2-nitro-5-(trifluoromethoxy)aniline